4-(2-hydroxylethyl)piperazine-1-ethanesulfonic acid OCCN1CCN(CC1)CCS(=O)(=O)O